2-((S)-1-(4-(2-(4-chloro-2-fluorophenyl)-2-methylbenzo[d][1,3]dioxol-4-yl)-piperazin-1-yl)ethyl)-3-(((S)-oxetan-2-yl)methyl)-3H-imidazo[4,5-b]pyridine-5-carboxylic acid methyl ester COC(=O)C1=CC=C2C(=N1)N(C(=N2)[C@H](C)N2CCN(CC2)C2=CC=CC=1OC(OC12)(C)C1=C(C=C(C=C1)Cl)F)C[C@H]1OCC1